N-cyclopropyl-2-fluoro-4-methyl-5-(4-(5-((tetrahydro-2H-pyran-4-yl)thio)pyridin-3-yl)-1H-pyrazol-1-yl)benzamide C1(CC1)NC(C1=C(C=C(C(=C1)N1N=CC(=C1)C=1C=NC=C(C1)SC1CCOCC1)C)F)=O